Benzoxanthen C1=CC=CC=2C=CC=3OC=4C=CC=CC4CC3C21